2-(2-(2-(2-fluoroethoxy)ethoxy)ethoxy)-N-methyl-9H-pyrido[2,3-b]indol-7-amine FCCOCCOCCOC=1C=CC2=C(NC3=CC(=CC=C23)NC)N1